C(C)(=O)N1CCC(CC1)C1=NN(C2=CC=CC(=C12)C1=CC2=CC=CC=C2C=C1)CC(=O)NCC(=O)NCC(=O)O 2-(2-{2-[3-(1-acetylpiperidin-4-yl)-4-(naphthalen-2-yl)-1H-indazol-1-yl]acetamido}acetamido)acetic acid